C(=C)OCCNCCOC=C di-(2-vinyloxy-ethyl)-amine